N-benzyl-isobutylamine C(C1=CC=CC=C1)NCC(C)C